indeno[2,1-d]pyrimidine-9-one N1=CN=CC2=C1C(C=1C=CC=CC12)=O